(S)-5-(4-chlorophenyl)-2-(3-fluorobicyclo[1.1.1]pentan-1-yl)-2,5,6,7-tetrahydro-3H-pyrrolo[2,1-c][1,2,4]triazol-3-one ClC1=CC=C(C=C1)[C@@H]1CCC2=NN(C(N21)=O)C21CC(C2)(C1)F